CC1(N(CC=2C1=NNC2)C(=O)[O-])C 6,6-dimethyl-2,6-dihydropyrrolo[3,4-c]pyrazole-5(4H)-carboxylate